(S)-(4-(6-(6-ethynyl-2-methylpyridin-3-yl)-7-methyl-7H-pyrrolo[2,3-d]pyrimidin-5-yl)cyclohex-3-en-1-yl)(pyrrolidin-1-yl)methanone C(#C)C1=CC=C(C(=N1)C)C1=C(C2=C(N=CN=C2)N1C)C1=CC[C@H](CC1)C(=O)N1CCCC1